ClC1=C(C=CC=C1)CC(=O)NC1=CC(=C2C=NN(C2=C1)CC1CCCC1)S(N)(=O)=O 2-(2-chlorophenyl)-N-(1-(cyclopentylmethyl)-4-sulfamoyl-1H-indazol-6-yl)acetamide